C(/C(=C/C(=O)O)/C(=O)O)C(=O)N cis-aconitic acid amide